tert-Butyl N-[4-[[7-morpholino-3-(2H-tetrazol-5-yl)-1,6-naphthyridin-5-yl]oxy]cyclohexyl]carbamate O1CCN(CC1)C1=NC(=C2C=C(C=NC2=C1)C=1N=NNN1)OC1CCC(CC1)NC(OC(C)(C)C)=O